4-(difluoromethoxy)-3-fluoro-6-(2-fluoropyridin-4-yl)-2-(prop-1-en-2-yl)-phenylamine FC(OC1=C(C(=C(C(=C1)C1=CC(=NC=C1)F)N)C(=C)C)F)F